O=C1NC(CCC1C1=C2C(NC(C2=CC=C1N1CC2(C1)CCNCC2)=O)=O)=O (2,6-dioxopiperidin-3-yl)-5-(2,7-diazaspiro[3.5]non-2-yl)isoindole-1,3-dione